NC1=NC=CC2=C1N(C(N2[C@H]2CNCCC2)=O)C2=CC=C(C=C2)OC2=CC=CC=C2 (R)-4-amino-3-(4-phenoxyphenyl)-1-(piperidin-3-yl)-1,3-dihydro-2H-imidazo[4,5-c]pyridin-2-one